ClC=1N=C(C2=C(N1)C(=C(N=C2OC)Cl)F)OCC(F)(F)F 2,7-dichloro-8-fluoro-5-methoxy-4-(2,2,2-trifluoroethoxy)pyrido[4,3-d]pyrimidine